6-(Ethylamino)-4-[4-fluoro-2-(4-methyl-1,2,4-triazol-3-yl)phenyl]-N-[2-hydroxy-3-(trifluoromethyl)phenyl]pyridine-2-carboxamide C(C)NC1=CC(=CC(=N1)C(=O)NC1=C(C(=CC=C1)C(F)(F)F)O)C1=C(C=C(C=C1)F)C1=NN=CN1C